N-Stearoyl-N-methyltaurine C(CCCCCCCCCCCCCCCCC)(=O)N(CCS(=O)(=O)O)C